(1-benzyl-4-(hydroxymethyl)piperidin-4-yl)carbamic acid tert-butyl ester C(C)(C)(C)OC(NC1(CCN(CC1)CC1=CC=CC=C1)CO)=O